(S)-6-bromo-2-(((tetrahydrofuran-3-yl)oxy)methyl)quinoline BrC=1C=C2C=CC(=NC2=CC1)CO[C@@H]1COCC1